tert-butyl N-[2-[(4-bromo-5-methyl-isoxazol-3-yl) methoxy] ethyl]-N-methyl-carbamate BrC=1C(=NOC1C)COCCN(C(OC(C)(C)C)=O)C